FC1=CC=C(C=C1)C1=C(COC2=CC=C(C=C12)OCCC#N)C(=O)N1CCCC1 3-((4-(4-fluorophenyl)-3-(pyrrolidine-1-carbonyl)-2H-chromen-6-yl)oxy)propionitrile